O=C1NC(CC[C@H]1N1C(C2=CC=CC=C2C1=O)=O)=O |r| (RS)-2-(2,6-dioxopiperidin-3-yl)-1H-isoindole-1,3(2H)-dione